N-(2-((7-(2,6-difluoro-3,5-dimethoxyphenyl)-2,6-naphthyridin-3-yl)amino)-5-((4-methylpiperazin-1-yl)methyl)phenyl)acrylamide FC1=C(C(=C(C=C1OC)OC)F)C1=NC=C2C=C(N=CC2=C1)NC1=C(C=C(C=C1)CN1CCN(CC1)C)NC(C=C)=O